chloroacetyl-decyl-amine ClCC(=O)NCCCCCCCCCC